C(C)(C)(C)C1=CC(=NO1)NC(C1=CC(=C(C=C1)C)C#CC1=CN=C2N1C=CC=C2)=O N-(5-tert-butylisoxazol-3-yl)-3-(2-imidazo[1,2-a]pyridin-3-ylethynyl)-4-methyl-benzamide